CC1=C(C(CCC1)(C)C)C=CC(C)=O 4-(2,6,6-trimethyl-1-cyclohexenyl)-3-butene-2-one